5a-(4-bromophenyl)-8,8a-dihydroxy-1-methoxy-6-phenyl-5a,7,8,8a-tetrahydro-6H-cyclopenta[4,5]furo[3,2-c]pyridine-7-carboxylic acid BrC1=CC=C(C=C1)C12C(C=3C(=NC=CC3O1)OC)(C(C(C2C2=CC=CC=C2)C(=O)O)O)O